N-[4-chloro-6-(2,6-dimethylphenyl)pyrimidin-2-yl]-1-methyl-pyrazole-4-sulfonamide ClC1=NC(=NC(=C1)C1=C(C=CC=C1C)C)NS(=O)(=O)C=1C=NN(C1)C